4-PROPOXYPHENYLBORONIC ACID C(CC)OC1=CC=C(C=C1)B(O)O